OCC=1C=C(C=NC1)OB(O)O (5-(hydroxymethyl)-3-pyridinyl)boric acid